COC=1C=CC=2C3(C4=CC=C(C=C4C2C1)OC)C1=CC=CC=C1C=1C=CC=CC13 3,6-dimethoxy-9,9'-spirobi[fluorene]